C(CCCCCCCCCCCCCCCCC)OC[C@@H](OCCCCCCCCCCCCCCCCCC)COP(=O)(O)OCC[N+](C)(C)C 1,2-di-O-octadecyl-sn-glycero-3-phosphorylcholine